C1=CC(=CC(=C1)S(=O)(=O)C2=CC=CC(=C2)[N+](=O)[O-])[N+](=O)[O-] 3,3'-dinitrodiphenylsulfone